3,5-dichlorophenyl-thiourea ClC=1C=C(C=C(C1)Cl)NC(=S)N